benzo(a)Phenanthrene C1=CC=CC=2C=3C=CC4=C(C3C=CC12)C=CC=C4